NC1=CC=CC=2N=NN(C(C21)=O)C2C(N(C(CC2)=O)CCC(C(=O)O)(C)C)=O.FC=2C=C(C=CC2)/C=C/C(=O)C2=C(C(=C(C=C2)OC)OC)OC (E)-3-(3-fluorophenyl)-1-(2,3,4-trimethoxyphenyl)prop-2-en-1-one (3-(5-amino-4-oxobenzo[d][1,2,3]triazin-3(4H)-yl)-2,6-dioxopiperidin-1-yl)methyl-pivalate